tert-butyl 4-[1-[(4-chlorophenyl)methoxy]pyrazol-3-yl]piperidine-1-carboxylate ClC1=CC=C(C=C1)CON1N=C(C=C1)C1CCN(CC1)C(=O)OC(C)(C)C